CN1N=CC=C1C1=CC=C(C2=C1OCCO2)NC=2N=C(C1=C(N2)NC=C1C(F)(F)F)NC1CCOCC1 N2-(8-(1-methyl-1H-pyrazol-5-yl)-2,3-dihydrobenzo[b][1,4]dioxin-5-yl)-N4-(tetrahydro-2H-pyran-4-yl)-5-(trifluoromethyl)-7H-pyrrolo[2,3-d]pyrimidine-2,4-diamine